CN1CCN(CC1)C(=O)C1(CCCCC1)C(=O)NN (4-methylpiperazin-1-yl)carbonylcyclohexanecarbohydrazide